(5-(4-(7-(4-((3S,4R)-3-(2-fluorophenyl)-7-hydroxychroman-4-yl)phenyl)-2,7-diazaspiro[3.5]non-2-yl)piperidin-1-yl)-1-oxoisoindolin-2-yl)pyridine-2,6-dione FC1=C(C=CC=C1)[C@H]1COC2=CC(=CC=C2[C@H]1C1=CC=C(C=C1)N1CCC2(CN(C2)C2CCN(CC2)C=2C=C3CN(C(C3=CC2)=O)C2C(NC(C=C2)=O)=O)CC1)O